N1(CCSCC1)CCC(C=CC=CC=CC(CC=CCC)O)O 1-(thiomorpholin-4-yl)pentadeca-4,6,8,12-tetraene-3,10-diol